(4aR,8aS)-6-(4-((S or R)-Phenyl(m-tolyl)methyl)piperidine-1-carbonyl)hexahydro-2H-pyrido[4,3-b][1,4]oxazin-3(4H)-one C1(=CC=CC=C1)[C@H](C1CCN(CC1)C(=O)N1C[C@@H]2[C@@H](OCC(N2)=O)CC1)C=1C=C(C=CC1)C |o1:6|